(2-methoxy-4-methyloxazol-5-yl)methyl 2-(3,5-dichlorophenyl)benzo[d]-oxazole-6-carboxylate ClC=1C=C(C=C(C1)Cl)C=1OC2=C(N1)C=CC(=C2)C(=O)OCC2=C(N=C(O2)OC)C